2-Isopropoxy-trimethoxy-5,6-dihydroisoquinolino[3,2-a]isoquinolin-7-ium C(C)(C)OC=1C(=C(C=2CC[N+]3=C(C2C1OC)C=C1C=CC=CC1=C3)OC)OC